C(C)(C)(C)C1=C(C=2CC3=CC(=CC=C3C2C=C1)C(C)(C)C)[Hf](C)C (2,7-di-tert-butylfluorenyl)dimethylhafnium